1-(5-methylpyridin-2-yl)-5-(trifluoromethyl)-1H-pyrazole-4-carboxylic acid CC=1C=CC(=NC1)N1N=CC(=C1C(F)(F)F)C(=O)O